3-(1-(dimethylglycyl)piperidin-4-yl)-4,7-dimethyl-3,4-dihydro-5H-pyrazolo[3,4-c]isoquinolin-5-one CN(CC(=O)N1CCC(CC1)N1N=CC2=C1N(C(C=1C=C(C=CC21)C)=O)C)C